CC1=C(NC=C1)C(=O)OC methyl 3-methyl-1H-pyrrole-2-carboxylate